C(C)(C)(C)C=1C=C(N(N1)C1CC1)C(=O)N[C@H](C(=O)NCC#N)CC=1OC2=C(N1)C=CC(=C2)C=2CCN(CC2)CCOC (2S)-2-[(5-tert-butyl-2-cyclopropylpyrazol-3-yl)formamido]-N-(cyanomethyl)-3-{6-[1-(2-methoxyethyl)-3,6-dihydro-2H-pyridin-4-yl]-1,3-benzoxazol-2-yl}propanamide